CN[C@@H](CC1=CC=CC=C1)C(=O)O methylphenylalanine